2,2-dichlorosuccinic acid ClC(C(=O)O)(CC(=O)O)Cl